benzoylphenyl-carbon C(C1=CC=CC=C1)(=O)[C]C1=CC=CC=C1